C1(CC1)C=1C=C(C=CC1)C1CC(C1)N(C(=O)C1CC2(C1)NC(OC2)=O)C N-((1s,3S)-3-(3-cyclopropylphenyl)cyclobutyl)-N-methyl-6-oxo-7-oxa-5-azaspiro[3.4]octane-2-carboxamide